(2S)-4-[[4-(4,4,5,5-tetramethyl-1,3,2-dioxaborolan-2-yl)phenyl]methyl]-2-(trifluoromethyl)morpholine CC1(OB(OC1(C)C)C1=CC=C(C=C1)CN1C[C@H](OCC1)C(F)(F)F)C